C1(=CC=CC=C1)N(C(CCC(=O)N)=O)C1=CC=CC=C1 N,N-diphenyl-butanediamide